CN1C(C=CC1)=O N-Methyl-3-pyrroline-2-one